4-(4-(5-(pyrazin-2-yl)-1,3,4-thiadiazole-2-carboxamido)-1H-pyrazol-1-yl)piperidine-1-carboxylic acid tert-butyl ester C(C)(C)(C)OC(=O)N1CCC(CC1)N1N=CC(=C1)NC(=O)C=1SC(=NN1)C1=NC=CN=C1